3-(methyl(4-(5-(trifluoromethyl)-1,2,4-oxadiazol-3-yl)benzyl)amino)-4-((4-(methylthio)phenyl)amino)cyclobut-3-ene-1,2-dione CN(C=1C(C(C1NC1=CC=C(C=C1)SC)=O)=O)CC1=CC=C(C=C1)C1=NOC(=N1)C(F)(F)F